C1(CCCCC1)[C@@H](C(=O)NC=1C=C2CC(CC2=CC1F)(C(NC)=O)N1C(N[C@@H](C1)C(C)C)=O)NC(=O)C1=CC=NN1C N-((1S)-1-cyclohexyl-2-((6-fluoro-2-((R)-4-isopropyl-2-oxoimidazolidin-1-yl)-2-(methylcarbamoyl)-2,3-dihydro-1H-inden-5-yl)amino)-2-oxoethyl)-1-methyl-1H-pyrazole-5-carboxamide